BrC=1C=C(C=CC1)CCNC(CC1N(C(CC1)=O)CC1=C(C(=CC=C1)F)F)=O N-[2-(3-bromophenyl)ethyl]-2-[1-[(2,3-difluorophenyl)methyl]-5-oxopyrrolidin-2-yl]acetamid